FC1(CCC(CC1)C1=NC=CC(=C1NC(C1=CN=C(C(=C1)F)OC(C)C)=O)C1=NN(C=C1)C1OCCCC1)F N-(2-(4,4-difluorocyclohexyl)-4-(1-(tetrahydro-2H-pyran-2-yl)-1H-pyrazol-3-yl)pyridin-3-yl)-5-fluoro-6-isopropoxy-nicotinamide